NC1=NN2C(N=CC=C2)=C1C(=O)N[C@H](C)C=1N(C(C=2C(=CC=C3C2C1CCCC3)C#C)=O)C3=CC=CC=C3 (R)-2-amino-N-(1-(4-ethynyl-3-oxo-2-phenyl-2,3,7,8,9,10-hexahydrocyclohepta[de]isoquinolin-1-yl)ethyl)pyrazolo[1,5-a]pyrimidine-3-carboxamide